C(=O)O.FC1=C2C=C(NC2=CC=C1OC1=NC=NC2=CC(=C(C=C12)OC)OCC1CC(C1)N(C)C)C 3-(((4-((4-fluoro-2-methyl-1H-indol-5-yl)oxy)-6-methoxyquinazolin-7-yl)oxy)methyl)-N,N-dimethylcyclobutylamine formate